ClC1=CC=C(C=C1)CC(=O)N1CC2(C1)CN(C2)C(CC2=CC=CC=C2)C 2-(4-chlorophenyl)-1-(6-(1-phenylpropan-2-yl)-2,6-diazaspiro[3.3]heptan-2-yl)ethanone